(S)-4-[6,7-dichloro-1-(2-isopropyl-4-methylpyridin-3-yl)-2-oxo-1,2-dihydropyrido[2,3-d]pyrimidin-4-yl]-3-methyl-piperazine-1-carboxylic acid tert-butyl ester C(C)(C)(C)OC(=O)N1C[C@@H](N(CC1)C=1C2=C(N(C(N1)=O)C=1C(=NC=CC1C)C(C)C)N=C(C(=C2)Cl)Cl)C